O.P(=O)([O-])([O-])[O-].[Na+].[Na+].[Na+] trisodium phosphate salt hydrate